2-chloro-5-(1-methyl-1H-imidazol-2-yl)pyridine ClC1=NC=C(C=C1)C=1N(C=CN1)C